C(C)(C)NC1=NC(=CC2=C1N=C(N=C2)N[C@@H]2CN[C@H](CC2)C)C#N 8-(isopropylamino)-2-(((3S,6S)-6-methylpiperidin-3-yl)amino)pyrido[3,4-d]pyrimidine-6-carbonitrile